COC=1C(=C(C=CC1)C=1C(=C(NC1)C(=O)OCC)C1=NC=CC(=C1)C)C ethyl 4-(3-methoxy-2-methylphenyl)-3-(4-methylpyridin-2-yl)-1H-pyrrole-2-carboxylate